N-(2-methoxypyrimidin-4-yl)-5-[2-methyl-4-[[(2R)-1-methylazetidin-2-yl]methoxy]pyrazol-3-yl]pyrazolo[1,5-a]pyridin-2-amine COC1=NC=CC(=N1)NC1=NN2C(C=C(C=C2)C=2N(N=CC2OC[C@@H]2N(CC2)C)C)=C1